S1C=NC(=C1)C=1SC2=C(C=NC=C2)N1 2-thiazol-4-ylthiazolo[4,5-c]pyridine